ethyl 5-[3-(4,4,5,5-tetramethyl-1,3,2-dioxaborolan-2-yl) pyrazolo[1,5-a]pyridin-5-yl]furan-3-carboxylate CC1(OB(OC1(C)C)C=1C=NN2C1C=C(C=C2)C2=CC(=CO2)C(=O)OCC)C